N-(1H-indol-5-yl)-3,4-dihydro-isoquinoline-2(1H)-carboxamide N1C=CC2=CC(=CC=C12)NC(=O)N1CC2=CC=CC=C2CC1